tert-butyl 4-[4-(2,6-dibenzyloxy-3-pyridyl)-2,3-dihydro-1,4-benzothiazin-8-yl]piperidine-1-carboxylate C(C1=CC=CC=C1)OC1=NC(=CC=C1N1CCSC2=C1C=CC=C2C2CCN(CC2)C(=O)OC(C)(C)C)OCC2=CC=CC=C2